C1(=CC=CC=C1)C(C(C)=O)=O 1-phenyl-propanedione